NC1=C(C=O)C=C(C=N1)C1=C(C(=C(C(=C1F)F)F)F)F 2-AMINO-5-(PERFLUOROPHENYL)NICOTINALDEHYDE